C(C)S(=O)(=O)NC1=C(C(=O)O)C=C(C=C1)C(F)(F)F 2-(ethylsulphonamido)-5-(trifluoromethyl)benzoic acid